C1(=CC=C2C=CC3=CC=CC4=CC=C1C2=C34)CCCC(=O)O 1-pyrenebutanoic acid